5-[5-chloro-3-(4-chlorophenyl)-7-(3-methoxy-3-methyl-azetidin-1-yl)pyrazolo[1,5-a]pyrimidin-2-yl]pyridine-2-carbonitrile ClC1=NC=2N(C(=C1)N1CC(C1)(C)OC)N=C(C2C2=CC=C(C=C2)Cl)C=2C=CC(=NC2)C#N